ethyl 3-(chloromethyl)-1,2,4-oxadiazole-5-carboxylate ClCC1=NOC(=N1)C(=O)OCC